3-(5,7-dimethoxy-4-oxo-4H-chromen-2-yl)propionic acid COC1=C2C(C=C(OC2=CC(=C1)OC)CCC(=O)O)=O